1-vinyl-3-methoxyethylimidazole bromide [Br-].C(=C)N1CN(C=C1)CCOC